N-((1-(3-amino-6-(2-hydroxyphenyl)pyridazin-4-yl)-4-phenylpiperidin-4-yl)methyl)-4-(4-(4-((2,6-dioxopiperidin-3-yl)oxy)phenyl)piperidin-1-yl)butanamide NC=1N=NC(=CC1N1CCC(CC1)(C1=CC=CC=C1)CNC(CCCN1CCC(CC1)C1=CC=C(C=C1)OC1C(NC(CC1)=O)=O)=O)C1=C(C=CC=C1)O